O=C1N(CC2=CC(=CC=C12)N1CCNCC1)C1C(NC(CC1)=O)=O 3-[1-oxo-5-(piperazin-1-yl)-1,3-dihydro-2H-isoindol-2-yl]piperidine-2,6-dione